methyl-bicyclo[1.1.1]Pentane-1-carbonitrile CC1C2(CC1C2)C#N